1-(2-chloro-3-(1-(4-(5-(difluoromethyl)-1,3,4-oxadiazol-2-yl)-2-fluorobenzyl)-1H-1,2,3-triazol-4-yl)phenyl)-N,N-dimethylamine ClC1=C(C=CC=C1C=1N=NN(C1)CC1=C(C=C(C=C1)C=1OC(=NN1)C(F)F)F)CNC